O1COC2=C1C=CC(=C2)CC(C)N(C(=O)CCCCC(=O)OC(C)(C)C)C tert-Butyl 5-{[2-(2H-1,3-benzodioxol-5-yl)-1-methyl-ethyl]-N-methylcarbamoyl}valerate